Methyl 4-Cyano-4-[(dodecylsulfanylthiocarbonyl)sulfanyl]pentanoate C(#N)C(CCC(=O)OC)(C)SC(=S)SCCCCCCCCCCCC